1-{[6-chloro-5-(trifluoromethyl)(2-pyridyl)]methylamino}-3-(methoxymethyl)-4-methylazoline-2,5-dione Nickel silicon [Si].[Ni].ClC1=C(C=CC(=N1)CNN1C(C(=C(C1=O)C)COC)=O)C(F)(F)F